NC(=O)C1=CC=CC2=CN(N=C12)C1=CC=C(C=C1)C1[NH2+]CCC1 2-{4-[7-(aminocarbonyl)-2H-indazole-2-yl]phenyl}pyrrolidinium